FC=1C=C(C=NC1)[C@H](CNC(C)(C)C1CCC(CC1)NC(C)=O)O N-[(1R,4r)-4-{1-[(R)-2-(5-fluoro-3-pyridyl)-2-hydroxyethylamino]-1-methylethyl}cyclohexyl]acetamide